thiodiethylene bis[(3,5-di-t-butyl-4-hydroxyphenyl) propionate] C(C)(C)(C)C=1C=C(C=C(C1O)C(C)(C)C)C(C(=O)OCCSCCOC(C(C)C1=CC(=C(C(=C1)C(C)(C)C)O)C(C)(C)C)=O)C